4-methyl-7-(propan-2-yl)oxepan-2-one CC1CC(OC(CC1)C(C)C)=O